3-(5-((1r,3r)-3-((5-(5-methyl-5H-pyrido[4,3-b]indol-7-yl)pyridin-2-yl)oxy)cyclobutoxy)pyridin-2-yl)prop-2-yn-1-yl 4-methylbenzenesulfonate CC1=CC=C(C=C1)S(=O)(=O)OCC#CC1=NC=C(C=C1)OC1CC(C1)OC1=NC=C(C=C1)C=1C=CC=2C3=C(N(C2C1)C)C=CN=C3